(5-methoxy-2-(pyrrolidin-1-ylmethyl)phenyl)boronic acid COC=1C=CC(=C(C1)B(O)O)CN1CCCC1